diphenyl (2,4,6-trimethylbenzoyl)-phosphonate CC1=C(C(=O)P(OC2=CC=CC=C2)(OC2=CC=CC=C2)=O)C(=CC(=C1)C)C